tert-butyl 1-(5-((3-iodobenzyl) oxy)-2,3-dihydro-1H-inden-1-yl)-azetidine-3-carboxylate IC=1C=C(COC=2C=C3CCC(C3=CC2)N2CC(C2)C(=O)OC(C)(C)C)C=CC1